BrC=1C(N(C2=CC=NC=C2C1)CC1=CC=C(C=C1)OC)=O 3-bromo-1-(4-methoxybenzyl)-1,6-naphthyridin-2(1H)-one